O-Benzyl-L-tyrosine C(C1=CC=CC=C1)OC1=CC=C(C[C@H](N)C(=O)O)C=C1